Benzylamine hydrochloride Cl.C(C1=CC=CC=C1)N